5-(5-chloro-6-(methylsulfonamido)pyrazin-2-yl)-2-fluoro-N-(4-(tosylmethyl)phenyl)benzamide ClC=1N=CC(=NC1NS(=O)(=O)C)C=1C=CC(=C(C(=O)NC2=CC=C(C=C2)CS(=O)(=O)C2=CC=C(C)C=C2)C1)F